5-(4-methylpiperazin-1-ylmethyl)-furan-2-carboxylic acid [8-(4,4,5,5-tetramethyl-[1,3,2]dioxaborolan-2-yl)-2,3-dihydro-benzo[1,4]dioxin-2-ylmethyl]-amide CC1(OB(OC1(C)C)C1=CC=CC2=C1OC(CO2)CNC(=O)C=2OC(=CC2)CN2CCN(CC2)C)C